N4-((5-(benzylthio)-3-fluoropyridin-2-yl)methyl)-6-(methoxy-d3)-5-phenylpyridine-3,4-diamine C(C1=CC=CC=C1)SC=1C=C(C(=NC1)CNC1=C(C=NC(=C1C1=CC=CC=C1)OC([2H])([2H])[2H])N)F